2-[[(1S,3R,5S)-3-amino-5-(methoxymethoxy)cyclohexyl]methyl]-7-fluoro-6-[5-(trifluoromethyl)pyrimidin-2-yl]isoquinolin-1-one N[C@@H]1C[C@@H](C[C@@H](C1)OCOC)CN1C(C2=CC(=C(C=C2C=C1)C1=NC=C(C=N1)C(F)(F)F)F)=O